6-bromo-3-fluoropyridin BrC1=CC=C(C=N1)F